C(C1=CC=CC=C1)OC=1C=CC(=C(C1)C1=NC(=NN1C)C(OCCCCS(=O)(=O)C)C1=CC(=CC=C1)CCCO[Si](C)(C)C(C)(C)C)F 5-(5-(Benzyloxy)-2-fluorophenyl)-3-((3-(3-((tert-butyldimethylsilyl)oxy)propyl)phenyl)(4-(methylsulfonyl)butoxy)methyl)-1-methyl-1H-1,2,4-triazole